3-(4-Chlorophenyl)1-[2-(3-chlorophenyl)ethyl]urea ClC1=CC=C(C=C1)NC(NCCC1=CC(=CC=C1)Cl)=O